CN1C(=NC(=C1)C(F)(F)F)C1=CC=C(CC2=CNC3=C2N=C(N=C3)C3=C(C=CC=C3)C(C)(C)O)C=C1 2-(2-(7-(4-(1-methyl-4-(trifluoromethyl)-1H-imidazol-2-yl)benzyl)-5H-pyrrolo[3,2-d]pyrimidin-2-yl)phenyl)propan-2-ol